N-benzyl-para-fluorophenyl-methylamine C(C1=CC=CC=C1)N(C)C1=CC=C(C=C1)F